3-{4-[(2-amino-4-pyrimidinyl)oxy]-2-methylphenyl}-1-[3-fluoro-5-(trifluoromethyl)phenyl]-2,4-imidazolidinedione NC1=NC=CC(=N1)OC1=CC(=C(C=C1)N1C(N(CC1=O)C1=CC(=CC(=C1)C(F)(F)F)F)=O)C